1-Isopropoxy-2-methyl-1-oxopropan-2-yl 2-(4-(4-chlorobenzoyl) phenoxy)-2-methylpropionate ClC1=CC=C(C(=O)C2=CC=C(OC(C(=O)OC(C(=O)OC(C)C)(C)C)(C)C)C=C2)C=C1